C(#N)CN1C=C(C2=CC=CC=C12)C(CNS(=O)(=O)C1=CC=C2C=CNC2=C1)N(C)C N-(2-(1-(cyanomethyl)-1H-indol-3-yl)-2-(dimethylamino)ethyl)-1H-indole-6-sulfonamide